N-[6-(6-hydroxy-4-methyl-1,4-diazepan-1-yl)-2,2-dimethyl-3H-benzofuran-5-yl]pyrazolo[1,5-a]pyrimidine-3-carboxamide OC1CN(CCN(C1)C1=CC2=C(CC(O2)(C)C)C=C1NC(=O)C=1C=NN2C1N=CC=C2)C